2-chloro-4-fluoro-N-[(3R,4S)-4-fluoro-1-[(2R)-3,3,3-trifluoro-2-hydroxypropanoyl]pyrrolidin-3-yl]benzamide ClC1=C(C(=O)N[C@@H]2CN(C[C@@H]2F)C([C@H](C(F)(F)F)O)=O)C=CC(=C1)F